C(C)(C)(C)OC(=O)N[C@H](C(=O)O)CCCOCCCC1=NC=2NCCCC2C=C1 (S)-2-((tert-Butoxycarbonyl)amino)-5-(3-(5,6,7,8-tetrahydro-1,8-naphthyridin-2-yl)propoxy)pentanoic acid